ClCCCOC1=CC=C(C=C1)OCCCCl 1,4-bis(3-chloropropoxy)benzene